(cyclohexylmethyl)-2-((5-((4-fluorobenzyl)amino)-1,3,4-thiadiazol-2-yl)thio)acetamide C1(CCCCC1)CC(C(=O)N)SC=1SC(=NN1)NCC1=CC=C(C=C1)F